CC(=CCC1=C(C(=CC(=C1)C2=C(C(=O)C3=C(C=C(C=C3O2)O[C@H]4[C@@H]([C@H]([C@@H]([C@H](O4)CO)O)O)O)O)CO)O)O[C@H]5[C@@H]([C@H]([C@@H]([C@H](O5)CO)O)O)O)C The molecule is a homoflavonoid glycoside that is 5'-prenylophioglonol attached to beta-D-glucopyranosyl residues at positions 7 and 4' respectively via glycosidic linkages. It has been isolated from the whole plants of Ophioglossum pedunculosum. It has a role as a metabolite and a plant metabolite. It is a beta-D-glucoside, a homoflavonoid glycoside and a hydroxy homoflavonoid. It derives from an ophioglonol.